C1=CC=CC=2C3=CC=CC=C3C(C12)COC(=O)N[C@H](C(=O)O)CC1=CC=C(C=C1)C1=CC=C(C=C1)C(N)=O (S)-2-((((9H-fluoren-9-yl)methoxy)carbonyl)amino)-3-(4'-carbamoyl-[1,1'-biphenyl]-4-yl)propanoic acid